CC1=CC=C(C=C1)S(=O)(=O)OCCOCCOCCO 2-[2-(2-hydroxyethoxy)ethoxy]ethyl 4-methylbenzenesulfonate